2-chloro-4-((6-methylbenzofuran-7-yl)oxy)benzoic acid ClC1=C(C(=O)O)C=CC(=C1)OC1=C(C=CC=2C=COC21)C